C(C)(C)(C)OC(=O)N1[C@H]2[C@H]([C@@H](C1)C2)N2C(=CC=1C(=NC=3C(=C(C(=CC3C12)CCC#N)Br)F)O)CCC(=O)N(C)C (1R,4R,5S)-5-(7-bromo-8-(2-cyanoethyl)-2-(3-(dimethylamino)-3-oxopropyl)-6-fluoro-4-hydroxy-1H-pyrrolo[3,2-c]quinolin-1-yl)-2-azabicyclo[2.1.1]hexane-2-carboxylic acid tert-butyl ester